phenyl (3,3,3-trifluoro-n-propyl) sulfide FC(CCSC1=CC=CC=C1)(F)F